5-(2,4-difluorophenyl)-N-(3-(2-oxo-2-((2-(pyridin-2-yl)propan-2-yl)amino)ethyl)-1-(2-oxaspiro[3.5]nonan-7-yl)azetidin-3-yl)isoxazole-3-carboxamide FC1=C(C=CC(=C1)F)C1=CC(=NO1)C(=O)NC1(CN(C1)C1CCC2(COC2)CC1)CC(NC(C)(C)C1=NC=CC=C1)=O